N1=NC(=CC=C1)NC=1C=CC2=C(C(NCCO2)=O)C1 7-(pyridazin-3-ylamino)-3,4-dihydrobenzo[f][1,4]oxazepin-5(2H)-one